C(C)S(=O)(=O)C1=NN=C2N1C=C(C=C2)NC(=O)C=2SC=CC2 N-(3-(ethanesulfonyl)-[1,2,4]triazolo[4,3-a]pyridin-6-yl)thiophene-2-carboxamide